1-(benzyloxy)-5-methylisoquinoline C(C1=CC=CC=C1)OC1=NC=CC2=C(C=CC=C12)C